(R)-3-((6-bromopyridin-2-yl)oxy)quinuclidine BrC1=CC=CC(=N1)O[C@H]1CN2CCC1CC2